BrC=1C(=C2C(=NC1)N=C(N2)C2=C(N(C(=C2)C)C2=CC=C(C=C2)C(=O)N2CCN(CC2)C)C)N[C@@H]2CN(CC2)S(=O)(=O)CC (S)-(4-(3-(6-Bromo-7-((1-(ethylsulfonyl)pyrrolidin-3-yl)amino)-1H-imidazo[4,5-b]pyridin-2-yl)-2,5-dimethyl-1H-pyrrol-1-yl)phenyl)(4-methylpiperazin-1-yl)methanon